O(C1=CC=CC=C1)C1=CC2=C(NC(=N2)NC2=CNC=3C2=NC=CC3C3=CC=NC=C3)C=C1 5-phenoxy-N-[7-(pyridin-4-yl)-1H-pyrrolo[3,2-b]pyridin-3-yl]-1H-benzo[d]imidazol-2-amine